BrC1=CC=C2C(=NN(C2=C1)CCOC)I 6-bromo-3-iodo-1-(2-methoxyethyl)indazole